C1(=CC=CC=C1)OC(NC1=CC(=C(C=C1)F)C#N)=O N-(3-cyano-4-fluoro-phenyl)carbamic acid phenyl ester